FC(C=1C=C2C(N(C(NC2=CC1)=O)C1=C(N=CC2=CC=CC=C12)C#C[Si](C)(C)C)=O)(F)F 6-(trifluoromethyl)-3-(3-((trimethylsilyl)ethynyl)isoquinolin-4-yl)quinazoline-2,4(1H,3H)-dione